(5-(3-Ethyl-1H-pyrrolo[2,3-b]pyridin-5-yl)-2-hydroxyphenyl) dimethylphosphino oxide CP(C)OC1=C(C=CC(=C1)C=1C=C2C(=NC1)NC=C2CC)O